Cl.ClC=1C=CC(=C(C1)S(=O)(=O)NC1=NOC2=C1C(=CC(=C2)CN2N=C1C(=C2)CNC1)OC)OC 5-chloro-N-(6-((5,6-dihydropyrrolo[3,4-c]pyrazol-2(4H)-yl)methyl)-4-methoxybenzo[d]isoxazol-3-yl)-2-methoxybenzenesulfonamide hydrochloride